FC(C=1N=CC=2N(C1)C(=CN2)C2=NC=CC(=N2)N2C[C@@H](CCC2)NS(N)(=O)=O)F 6-(difluoromethyl)-3-[4-[(3R)-3-(sulfamoylamino)-1-piperidinyl]pyrimidin-2-yl]imidazo[1,2-a]pyrazine